C(C)(C)(C)OC([C@H](C(C)C)N1N=NC(=C1)[Sn](CCCC)(CCCC)CCCC)=O.FC=1C=C(CN2C=CC3=CC=C(C=C23)C2=NNC(=C2)NC(C2=CC=C(C=C2)NC2CCN(CC2)C)=O)C=CC1 N-(3-(1-(3-fluorobenzyl)-1H-indol-6-yl)-1H-pyrazol-5-yl)-4-((1-methylpiperidin-4-yl)amino)benzamide tert-butyl-(S)-3-methyl-2-(4-(tributylstannyl)-1H-1,2,3-triazol-1-yl)butanoate